tert-butyl (6R,7S)-4-[3-[[4-chloro-6-(2,6-dimethylphenyl)pyrimidin-2-yl]sulfamoyl]benzoyl]-6-hydroxy-7-isobutyl-1,4-diazepane-1-carboxylate ClC1=NC(=NC(=C1)C1=C(C=CC=C1C)C)NS(=O)(=O)C=1C=C(C(=O)N2CCN([C@H]([C@@H](C2)O)CC(C)C)C(=O)OC(C)(C)C)C=CC1